ONC(C1=CC=C(C=C1)NC(CC1=CNC2=CC=C(C=C12)C1=CC=CC=C1)=O)=O N-hydroxy-4-(2-(5-phenyl-1H-indol-3-yl)acetamido)benzamide